C(\C=C\CCCCCCCCCC)=O (2E)-2-tridecenal